C(CCC)C1CCC(CC1)C1=CC=C(C=C1)C1=NC=C(C=C1)N=C=S 2-[4-(4-butylcyclohexyl)phenyl]-5-isothiocyanato-pyridine